N-((S)-1-(5-(((S)-5-Chloro-2,3-dihydro-1H-inden-2-yl)amino)pyridin-2-yl)-2,2,2-trifluoroethyl)-N-methylpivalamide ClC=1C=C2C[C@H](CC2=CC1)NC=1C=CC(=NC1)[C@@H](C(F)(F)F)N(C(C(C)(C)C)=O)C